1-fluoro-N-(5-(2-((1-methyl-1H-pyrazol-4-yl)amino)pyrimidin-4-yl)pyridin-2-yl)cyclopropane-1-carboxamide FC1(CC1)C(=O)NC1=NC=C(C=C1)C1=NC(=NC=C1)NC=1C=NN(C1)C